CS(=O)(C)=NC1=C(C=C(C=C1)NC1=NC=C(C(=N1)C1=CNC2=CC=CC=C12)C)OCCN1CCOCC1 N-[4-[[dimethyl(oxo)-λ6-sulfanylidene]amino]-3-(2-morpholinoethoxy)phenyl]-4-(1H-indol-3-yl)-5-methyl-pyrimidin-2-amine